trans-rac-2,2-Dichloro-N-(4-chloro-3-(cyclopropanecarboxamido)phenyl)-3-(3,5-dichlorophenyl)cyclopropane-1-carboxamide ClC1([C@H]([C@@H]1C1=CC(=CC(=C1)Cl)Cl)C(=O)NC1=CC(=C(C=C1)Cl)NC(=O)C1CC1)Cl |r|